N-nitrosophenylhydroxyl-amine N(=O)N(O)C1=CC=CC=C1